[Cl-].CC=1N=C(SC1C(=O)OCC)[N+]#N 4-methyl-5-ethoxycarbonylthiazole-2-diazonium chloride